1-(4-(2,3-dimethylphenyl)piperazin-1-yl)-2-(3-(4-hydroxypiperidine-1-carbonyl)-4,5,6,7-tetrahydro-1H-indazol-1-yl)ethanone CC1=C(C=CC=C1C)N1CCN(CC1)C(CN1N=C(C=2CCCCC12)C(=O)N1CCC(CC1)O)=O